bis(trimethylsilyl)sulfamoyl fluoride C[Si](C)(C)N(S(=O)(=O)F)[Si](C)(C)C